CC(C[C@@H](C(=O)N1C(C2C(C2C1)(C)C)C(=O)N)NC(C(F)(F)F)=O)(C)C 3-((S)-4,4-dimethyl-2-(2,2,2-trifluoroacetamido)pentanoyl)-6,6-dimethyl-3-azabicyclo[3.1.0]hexane-2-carboxamide